(2S)-6-[2-(2-{2-[(4S)-5-(tert-butoxy)-4-[18-(tert-butoxy)-18-oxooctadecanamido]-5-oxopentanamido]ethoxy}ethoxy)acetamido]-2-({[(9H-fluoren-9-yl)methoxy]carbonyl}amino)hexanoic acid C(C)(C)(C)OC([C@H](CCC(=O)NCCOCCOCC(=O)NCCCC[C@@H](C(=O)O)NC(=O)OCC1C2=CC=CC=C2C=2C=CC=CC12)NC(CCCCCCCCCCCCCCCCC(=O)OC(C)(C)C)=O)=O